Tert-butyl N-[2-[2-[2-[2-[1-[1-[(4-methoxyphenyl)methyl]-2,6-dioxo-3-piperidyl]-3-methyl-2-oxo-benzimidazol-5-yl]oxyethoxy]ethoxy]ethoxy]ethyl]carbamate COC1=CC=C(C=C1)CN1C(C(CCC1=O)N1C(N(C2=C1C=CC(=C2)OCCOCCOCCOCCNC(OC(C)(C)C)=O)C)=O)=O